6-dimethylaminophthalide CN(C1=CC=C2COC(=O)C2=C1)C